Cl.NN1C=NN=C1 4-amino-1,2,4-triazole HCl